7'-((1R,3R)-3-hydroxycyclohexyl)-2'-((3-(tetrahydrofuran-3-yl)-1H-pyrazol-4-yl)amino)spiro[cyclopropane-1,5'-pyrrolo[2,3-d]pyrimidin] O[C@H]1C[C@@H](CCC1)N1CC2(C3=C1N=C(N=C3)NC=3C(=NNC3)C3COCC3)CC2